1-trimethoxysilyl-8-(dimethylamino)(trimethoxysilylpropylamino)methylsilyl-octane CO[Si](C(CCCCCCCN(C)C)[SiH2]CNCCC[Si](OC)(OC)OC)(OC)OC